2-[5,6-difluoro-2-[[6-methoxy-5-[2-[2-(trimethylammonio)ethoxy]ethoxy]-1,3-benzothiazol-2-yl]methylcarbamoyl]indan-2-yl]acetate FC=1C=C2CC(CC2=CC1F)(C(NCC=1SC2=C(N1)C=C(C(=C2)OC)OCCOCC[N+](C)(C)C)=O)CC(=O)[O-]